OC=1C=C(C=C(C1C(C)C)O)/C(/C(=O)O)=C\C1=CC=CC=C1 (E)-2-(3,5-dihydroxyl-4-isopropylphenyl)-3-phenylacrylic acid